2-(((5-chloro-2-(1H-tetrazol-1-yl) phenyl) amino)-2-oxoacetylamino)-3-(4-(3-(benzenesulfonyl) ureido) phenylpropionamido)-1H-indole-1,2-dicarboxylate ClC=1C=CC(=C(C1)NN(C1(N(C2=CC=CC=C2C1NC(CCC1=CC=C(C=C1)NC(=O)NS(=O)(=O)C1=CC=CC=C1)=O)C(=O)[O-])C(=O)[O-])C(C=O)=O)N1N=NN=C1